6-(4-(tert-butyl)phenoxy)pyridin C(C)(C)(C)C1=CC=C(OC2=CC=CC=N2)C=C1